{4-[(9R)-9-hydroxy-2-(3-hydroxy-3-methylbutyloxy)-9-(trifluoromethyl)-9H-fluoren-4-yl]-1H-pyrazol-1-yl}-2-methylpropanoic acid O[C@@]1(C2=CC=CC=C2C=2C(=CC(=CC12)OCCC(C)(C)O)C=1C=NN(C1)C(C(=O)O)(C)C)C(F)(F)F